N1-(2-(dimethylamino)ethyl)-N4-(4-(8-fluoro-2-methyl-imidazo[1,2-a]pyridine-6-yl)pyrimidin-2-yl)-5-methoxy-N1-methyl-2-nitrobenzene-1,4-diamine CN(CCN(C1=C(C=C(C(=C1)OC)NC1=NC=CC(=N1)C=1C=C(C=2N(C1)C=C(N2)C)F)[N+](=O)[O-])C)C